N1=NC=C(C2=CC=CC=C12)C(=O)O cinnoline-4-carboxylic acid